azafuran O1N=CC=C1